5-(4'-phenyl-1,1'-biphenyl-4-yl)-12-phenyl-5H,12H-indolo[3,2-a]carbazole C1(=CC=CC=C1)C1=CC=C(C=C1)C1=CC=C(C=C1)N1C2=CC=CC=C2C=2C1=CC=C1C3=CC=CC=C3N(C21)C2=CC=CC=C2